CC1=C(C=C(C=C1)O)C(C)C 4-Methyl-3-isopropylphenol